5-chloro-7-ethyl-N-(4-fluoro-2-{octahydropyrrolo[2,3-c]pyrrol-1-yl}-5,6,7,8-tetrahydroquinolin-6-yl)-7H-pyrrolo[2,3-c]pyridazine-3-carboxamide ClC1=CN(C=2N=NC(=CC21)C(=O)NC2CC=1C(=CC(=NC1CC2)N2CCC1C2CNC1)F)CC